C1(CCCC1)CC1=NC=C(C=N1)CO (2-(cyclopentylmethyl)pyrimidin-5-yl)methanol